(E)-3-(8-benzoyl-6-(4-fluorophenyl)-6-hydroxy-1,2,3,4-tetrahydropyrrolo[1,2-a]pyrimidine-7(6H)-ylidene)-6-chlorochroman C(C1=CC=CC=C1)(=O)C=1/C(/C(N2C1NCCC2)(O)C2=CC=C(C=C2)F)=C/2\COC1=CC=C(C=C1C2)Cl